N-benzyl-2-(5-phenylpyridin-2-yl)acetamide C(C1=CC=CC=C1)NC(CC1=NC=C(C=C1)C1=CC=CC=C1)=O